N-[1-(difluoromethyl)indazol-7-yl]-1-[4-(difluoromethyl)pyridin-2-yl]pyrazole-4-sulfonamide FC(N1N=CC2=CC=CC(=C12)NS(=O)(=O)C=1C=NN(C1)C1=NC=CC(=C1)C(F)F)F